N1[C@@H](CCCC1)C(=O)Cl L-pipecolic acid chloride